N[13C@@H]([13CH2][13C]1=[13CH]N[13C]2=[13CH][13CH]=[13CH][13CH]=[13C]12)[13C](=O)O tryptophan-13C11